(R)-6-(2-(3-(benzo[b]thiophen-2-yl)phenyl)-2-hydroxyacetyl)-2-(1-phenylcyclopropyl)-5,6,7,8-tetrahydropyrido[4,3-d]pyrimidin-4(3H)-one S1C2=C(C=C1C=1C=C(C=CC1)[C@H](C(=O)N1CC3=C(N=C(NC3=O)C3(CC3)C3=CC=CC=C3)CC1)O)C=CC=C2